C(#N)C1(CCN(CC1)C(=O)NC=1SC(=C(N1)C1=CC(=CC=C1)C#N)C1=CC(=NC(=C1)C)CO)OC 4-cyano-N-[4-(3-cyanophenyl)-5-[2-(hydroxymethyl)-6-methyl-4-pyridyl]thiazol-2-yl]-4-methoxy-piperidine-1-carboxamide